ClC=1C=C(NC2(CCC3(C(CC4=CC=CC=C34)C3=CC=CC=C3)CC2)C(=O)O)C=CC1 (1r,4r)-4-(3-chloroanilino)-2'-phenyl-2',3'-dihydrospiro[cyclohexane-1,1'-indene]-4-carboxylic acid